CC1(CNCCO1)C (S)-(2,2-dimethylmorpholine)